[C@@H]1(NC[C@@H]2CCCC[C@H]12)C#N |r| rac-(1s,3ar,7as)-octahydro-1H-isoindole-1-carbonitrile